CC=1C(=CC=CC1)S(=O)(=O)O o-toluenesulphonic acid